C1(NC(C=C2N1CCC2)=O)=O 6,7-dihydro-5H-pyrrolo[1,2-c]pyrimidine-1,3-dione